2-((2R,5R)-2-(((3R,5R)-3,5-dimethylmorpholino)methyl)-5-methylpiperazin-1-yl)ethan-1-one C[C@@H]1COC[C@H](N1C[C@@H]1N(C[C@H](NC1)C)CC=O)C